ClC1=NC(=NC(=N1)Cl)NC1=CC=C(C(=O)O)C=C1 4-[(4,6-dichloro-1,3,5-triazin-2-yl)amino]benzoic acid